C(#N)[C-]1C=CC=C1.C(C(=C)C)(=O)OC(CC)[C-]1C=CC=C1.[Fe+2] 1-cyano-1'-(1-(methacryloyloxy)propyl)-ferrocene